1-(4-methylpyridin-2-yl)pyrrolidin-3-amine CC1=CC(=NC=C1)N1CC(CC1)N